trans-2-(5-(4-aminophenyl)-1-(4-(azidomethyl)benzyl)piperidin-3-yl)acetic acid ethyl ester C(C)OC(C[C@@H]1CN(C[C@H](C1)C1=CC=C(C=C1)N)CC1=CC=C(C=C1)CN=[N+]=[N-])=O